5-(furan-2-yl)-N-(3-(1H-imidazol-1-yl)propyl)-1,2-oxazole-3-carboxamide O1C(=CC=C1)C1=CC(=NO1)C(=O)NCCCN1C=NC=C1